ClC=1C=C(C=CC1Cl)N(C(=O)C=1N=CC=2N(C1)C=CN2)C N-(3,4-dichlorophenyl)-N-methyl-imidazo[1,2-a]pyrazine-6-carboxamide